3-(2-bromoethyl)-5-methoxy-1H-indole BrCCC1=CNC2=CC=C(C=C12)OC